C(CCCCCCCC)OCCC/C=C/CC[Mg]Cl (3E)-6-(nonoxymethyl)-3-hexenyl-magnesium chloride